N-(5-(4-(trifluoromethyl)benzyl)-5H-pyrrolo[2,3-b]pyrazin-2-yl)acrylamide FC(C1=CC=C(CN2C=CC=3C2=NC=C(N3)NC(C=C)=O)C=C1)(F)F